1,3-dimethyl-1,3-dimethoxy-1,3-bis(4-aminobutyl)disiloxane C[Si](O[Si](CCCCN)(OC)C)(CCCCN)OC